CN(C)CC(CCCO)O 5-(N,N-dimethylamino)-1,4-pentanediol